C(C1=CC=CC=C1)N1CCC2(C(C2)CNC=2N=NC(=CC2)C2=C(C=CC(=C2)F)Cl)CC1 N-[(6-benzyl-6-azaspiro[2.5]octan-2-yl)methyl]-6-(2-chloro-5-fluoro-phenyl)pyridazin-3-amine